tert-butyl (3S)-3-[4-amino-7-bromo-3-[2-(6-fluoro-1-methyl-benzo[d]imidazol-5-yl)ethynyl]pyrazolo[4,3-c]pyridin-1-yl]pyrrolidine-1-carboxylate NC1=NC=C(C2=C1C(=NN2[C@@H]2CN(CC2)C(=O)OC(C)(C)C)C#CC2=CC1=C(N(C=N1)C)C=C2F)Br